BrC1=CC=CC=2N(N=NC21)CC2=CC=C(C=C2)OC 4-bromo-1-(4-methoxybenzyl)-1H-benzo[d][1,2,3]triazole